FC(C=1N(C=CN1)CC1CC2(CNC2)C1)(F)F 6-[[2-(trifluoromethyl)imidazol-1-yl]methyl]-2-azaspiro[3.3]heptane